4-[(2-iodo-3-methyl-phenyl)sulfonylamino]phthalic acid IC1=C(C=CC=C1C)S(=O)(=O)NC=1C=C(C(C(=O)O)=CC1)C(=O)O